FC=1C(=NC(=NC1)NC1CCNCC1)C=1C=C(C=CC1)C=1C(NC=CC1)=O 3-(3-(5-fluoro-2-(piperidin-4-ylamino)pyrimidin-4-yl)phenyl)pyridin-2(1H)-one